N1C=NC(=C1)C=1C=CC=2N(C1)N=CC2I 6-(1H-imidazol-4-yl)-3-iodopyrazolo[1,5-a]pyridine